C(#N)N1C[C@@H](CC1)C(=O)NC1=NC=C(C=C1)C1=CC=CC=C1 (R)-1-cyano-N-(5-phenylpyridin-2-yl)pyrrolidine-3-carboxamide